isopropyl 4-(((3R,4R)-1-(2-cyanoethyl)-4-methylpiperidin-3-yl)(methyl)amino)-1H-pyrrolo[2,3-b]pyridine-5-carboxylate C(#N)CCN1C[C@@H]([C@@H](CC1)C)N(C1=C2C(=NC=C1C(=O)OC(C)C)NC=C2)C